(cyclohexylideneamino)-3-fluorophenol C1(CCCCC1)=NC1=C(C=CC=C1F)O